tert-butyl-1-(2-fluoro-6-methyl-benzoyl)-2-[4-(tetrahydropyran-4-yl-amino)phenyl]-2,3,4,4a,5,6,7,7a-octahydrocyclopenta[b]pyridine-3-carboxylate C(C)(C)(C)OC(=O)C1CC2C(N(C1C1=CC=C(C=C1)NC1CCOCC1)C(C1=C(C=CC=C1C)F)=O)CCC2